NC1=CC=C(C=C1)N1CC2(CN(C2)C2=C3C(N(C(C3=CC=C2)=O)C2C(NC(CC2)=O)=O)=O)C1 4-(6-(4-aminophenyl)-2,6-diazaspiro[3.3]heptan-2-yl)-2-(2,6-dioxopiperidin-3-yl)isoindoline-1,3-dione